Ammonium 2,3,3,3-tetrafluoro-2-[(1,1,2-trifluoro-2-propenyl)oxy]-Propanoate FC(C(=O)[O-])(C(F)(F)F)OC(C(=C)F)(F)F.[NH4+]